7-bromo-4-oxo-1-(propan-2-yl)-1,4-dihydroquinoline-3-carbaldehyde BrC1=CC=C2C(C(=CN(C2=C1)C(C)C)C=O)=O